CSC1=NC=C(C(=N1)C(=O)OC)Br Methyl 2-methylsulfanyl-5-bromopyrimidine-4-carboxylate